(3-(4-Methylpiperazin-1-yl)azetidin-1-yl)-N-(3-phenylprop-2-yn-1-yl)-1H-benzo[d]imidazole-1-carboxamide CN1CCN(CC1)C1CN(C1)C1=NC2=C(N1C(=O)NCC#CC1=CC=CC=C1)C=CC=C2